CC1=NN(C(=C1)C)CC(=O)C1=CC=CC=C1 2-(3,5-Dimethyl-1H-pyrazol-1-yl)-1-phenyl-1-ethanone